5-(((trimethylsilyl)ethynyl)phenoxy)-2-fluorobenzonitrile C[Si](C)(C)C#CC1=C(OC=2C=CC(=C(C#N)C2)F)C=CC=C1